9H-chromeno[2,3-d]thiazol-9-one S1C=NC2=C1C(C=1C=CC=CC1O2)=O